OC1(C(N(CC1)C)=O)C=1N=CN(C1)C1=CC(=CC=C1)B1OC(C(O1)(C)C)(C)C 3-Hydroxy-1-methyl-3-(1-(3-(4,4,5,5-tetramethyl-1,3,2-dioxaborolan-2-yl)phenyl)-1H-imidazol-4-yl)pyrrolidin-2-one